C(C1=CC=CC=C1)OC(NC1CC(=C(CC1)/C=N/O)Cl)=O.COC1=C(C(=CC(=C1)C)C)C1=NC2=NC(=CC=C2C(=C1)NC(C)=O)C1CNCCC1 N-[2-(2-methoxy-4,6-dimethyl-phenyl)-7-(3-piperidyl)-1,8-naphthyridin-4-yl]acetamide benzyl-N-[3-chloro-4-[(E)-hydroxyiminomethyl]cyclohex-3-en-1-yl]carbamate